6-((ethoxycarbonyl)amino)-3-methyl-2-((3-methyloxetan-3-yl)methoxy)benzoic acid C(C)OC(=O)NC1=CC=C(C(=C1C(=O)O)OCC1(COC1)C)C